gamma-glutamylglutamine N[C@@H](CCC(=O)N[C@@H](CCC(N)=O)C(=O)O)C(=O)O